(5-amino-2-((2-(dimethylamino)ethyl)(methyl)amino)-4-methoxyphenyl)acrylamide NC=1C(=CC(=C(C1)C(C(=O)N)=C)N(C)CCN(C)C)OC